2-((2-((3-((4-chlorobenzoyl)oxy)benzyl)amino)ethyl)amino)ethan-1-ol ClC1=CC=C(C(=O)OC=2C=C(CNCCNCCO)C=CC2)C=C1